ClC1=C(SC(=C1)C#CC1CC1)C=1N=CC(=NC1)NC(C1=C(C=CC=C1C)F)=O N-(5-(3-chloro-5-(cyclopropylethynyl)thiophen-2-yl)pyrazin-2-yl)-2-fluoro-6-methylbenzamide